2-[6-(3-{[1-(fluoromethyl)cyclopropyl]amino}pyrrolidin-1-yl)pyridazin-3-yl]-5-(6-methoxypyridazin-4-yl)phenol FCC1(CC1)NC1CN(CC1)C1=CC=C(N=N1)C1=C(C=C(C=C1)C1=CN=NC(=C1)OC)O